OC1(C(=CC(O1)=O)C1=CC=C(C=C1)C)C 5-hydroxy-5-methyl-4-(p-tolyl)-furan-2(5H)-one